ClC=1C=C(C=C(C1)C1=NOC(=N1)C(F)(F)F)C(C(=O)O)C(=O)O 2-(3-chloro-5-(5-trifluoromethyl-1,2,4-oxadiazol-3-yl)phenyl)malonic acid